FC(C(=O)O)(F)F.ClC=1C=CC(=C(C1)/C=C/C(=O)N[C@H]1C/C=C/CCC(NC2=CC=C(C=C2C2=CNC1=N2)F)=O)N2N=NN=C2 (E)-3-(5-Chloro-2-tetrazol-1-yl-phenyl)-N-((E)-(S)-4-fluoro-9-oxo-8,17,19-triaza-tricyclo[14.2.1.02,7]nonadeca-1(18),2,4,6,12,16(19)-hexaen-15-yl)-acrylamide, trifluoroacetic Acid Salt